4-fluoro-2-methoxybenzene FC1=CC(=CC=C1)OC